dieicosyl-dimethyl-ammonium chloride [Cl-].C(CCCCCCCCCCCCCCCCCCC)[N+](C)(C)CCCCCCCCCCCCCCCCCCCC